imidazo[1,5-a][1,4]diazepine-3-carboxylate C1=NC(N2C1=CN=CC=C2)C(=O)[O-]